ClC=1C=C(C(=NC1)NC(N(C1=C(C=CC=C1)C(C)C)C1CC(C1)CC(=O)O)=O)OC(F)F 2-(3-(3-(5-chloro-3-(difluoromethoxy)pyridin-2-yl)-1-(2-isopropylphenyl)ureido)cyclobutyl)acetic acid